NC=1C(=NC=CN1)S(=O)(=O)NC(=O)C=1C(=NC(=CC1)C1=CC=C(C=C1)OCC)OC1=C(C=C(C=C1C)C)C N-(3-Aminopyrazin-2-yl)sulfonyl-6-(4-ethoxyphenyl)-2-(2,4,6-trimethylphenoxy)pyridin-3-carboxamid